FC(C=1C(=CNC(C1)=O)C(=O)NC1=C(C=C(C(=C1)C1=C(C=C(C(=C1)C(NC(C)(CC(C)(C)C)C)=O)F)F)F)N1C[C@H](N([C@H](C1)C)C)C)F |r| 4-(difluoromethyl)-N-[5-[2,4-difluoro-5-(2,4,4-trimethylpentan-2-ylcarbamoyl)phenyl]-4-fluoro-2-[rac-(3R,5S)-3,4,5-trimethylpiperazin-1-yl]phenyl]-6-oxo-1H-pyridine-3-carboxamide